FC1(CC12CCC=1N(C2)N=C(C1C1=C2C(=NC(=N1)C)NN=C2)C2=CC=C(C=C2)F)F 2,2-Difluoro-2'-(4-fluorophenyl)-3'-(6-methyl-1H-pyrazolo[3,4-d]pyrimidin-4-yl)-4',5'-dihydro-7'H-spiro[cyclopropane-1,6'-pyrazolo[1,5-a]pyridine]